4-((6-isopropyl-2,4-dimethylcyclohex-3-en-1-ylidene)methyl)morpholine C(C)(C)C1CC(=CC(C1=CN1CCOCC1)C)C